S1C=NC2=C1C=C(C=C2)\C=C/2\C(N(C(N2)=S)C2CCCCC2)=O (5Z)-5-(1,3-benzothiazol-6-ylmethylene)-3-cyclohexyl-2-thioxo-imidazolidin-4-one